C(CCCCCCCCCCCCC)(=O)O.C(C(C)O)O Propylene glycol monomyristate